N(=C=S)CCC1=CC=C(C=C1)S(=O)(=O)N 4-(2-isothiocyanato)ethylbenzenesulfonamide